(S)-N-(4-(3-aminopiperidin-1-yl)-5-(1-(2,2,2-trifluoroethyl)-1H-pyrazol-4-yl)pyridin-2-yl)-1-isopentyl-1H-pyrazolo[3,4-b]pyridin-6-amine N[C@@H]1CN(CCC1)C1=CC(=NC=C1C=1C=NN(C1)CC(F)(F)F)NC1=CC=C2C(=N1)N(N=C2)CCC(C)C